ClC1=CC=CC(=N1)C1(CC1)CN1N=C2N([C@@H](CCC2)C(=O)N2CC(CC2)(F)F)C1=O (5S)-2-{[1-(6-Chloropyridin-2-yl)cyclopropyl]methyl}-5-[(3,3-difluoropyrrolidin-1-yl)carbonyl]-5,6,7,8-tetrahydro[1,2,4]triazolo[4,3-a]pyridin-3(2H)-one